6-[(2R,4S)-4-fluoro-2-[5-fluoro-2-(methylthio)phenyl]pyrrolidin-1-yl]imidazo[1,2-b]pyridazine-3-carboxylic acid ethyl ester C(C)OC(=O)C1=CN=C2N1N=C(C=C2)N2[C@H](C[C@@H](C2)F)C2=C(C=CC(=C2)F)SC